[NH4+].C1(=CC=CC2=CC=CC=C12)CC(=O)[O-] 1-NAPHTHALENEACETIC ACID, AMMONIUM SALT